1-((3S,5R)-1-Acryloyl-5-((S)-1-hydroxyethyl)pyrrolidin-3-yl)-5-amino-3-((6-chloro-1-cyclopropyl-2-methyl-1H-benzo[d]imidazol-5-yl)ethynyl)-1H-pyrazole-4-carboxamide C(C=C)(=O)N1C[C@H](C[C@@H]1[C@H](C)O)N1N=C(C(=C1N)C(=O)N)C#CC1=CC2=C(N(C(=N2)C)C2CC2)C=C1Cl